C(=C)OC(CCC)=O Vinyl-n-butyrat